C1(CC1)OC1=CC=C(C=C1)C(O)(C=1C=NC=C(C1)N1CCCC1)C1(CN(C1)C)C (4-cyclopropoxy-phenyl)-(1,3-dimethyl-azetidin-3-yl)-(5-pyrrolidin-1-yl-pyridin-3-yl)-methanol